FC1(C[C@H](CC1)[C@H](C(=O)NC=1C=NC(=CC1)F)C1=CC=C(C=C1)C=1N=NN(N1)C)F (S)-2-((S)-3,3-Difluorocyclopentyl)-N-(6-fluoropyridin-3-yl)-2-(4-(2-methyl-2H-tetrazol-5-yl)phenyl)acetamide